[Sb](O)(O)F fluoroantimonous acid